24-ethylcholesta-5,7,25(27)-trienol C(C)C(C(CO)=C)CC[C@@H](C)[C@H]1CC[C@H]2C3=CC=C4CCCC[C@]4(C)[C@H]3CC[C@]12C